ClC[C@H](COC1=C(C=C(C=C1)C(C)(C)C1=CC=C(C=C1)OC[C@@H](CN1N=NC(=C1)CO)O)I)O (S)-1-chloro-3-(4-(2-(4-((R)-2-hydroxy-3-(4-(hydroxymethyl)-1H-1,2,3-triazol-1-yl)propoxy)phenyl)propan-2-yl)-2-iodophenoxy)propan-2-ol